FC1(CN(CC1)C=1C=C2C=NC(=NC2=CC1)C)F 6-(3,3-difluoropyrrolidin-1-yl)-2-methylquinazolin